N-[5-(2,6-difluoro-4-methoxyphenyl)-1-methyl-3-oxo-2-phenyl-2,3-dihydro-1H-pyrazol-4-yl]-5-(trifluoromethoxy)pyridine-2-carboxamide FC1=C(C(=CC(=C1)OC)F)C1=C(C(N(N1C)C1=CC=CC=C1)=O)NC(=O)C1=NC=C(C=C1)OC(F)(F)F